FC1=CC(=NC(=C1)N1CCNC2(CC2)C1)C1=NC2=CC(=NC=C2C=C1)CNC(C1=CC(=C(C=C1)C)C1OCCC1)=O N-((2-(4-fluoro-6-(4,7-diazaspiro[2.5]octan-7-yl)pyridin-2-yl)-1,6-naphthyridin-7-yl)methyl)-4-methyl-3-(tetrahydrofuran-2-yl)benzamide